COC1=CC(=C(C(=N1)C)NC(\C=C\C1=CC=C2C(=NN(C2=C1)C1OCC1)C)=O)C (2E)-N-(6-methoxy-2,4-dimethylpyridin-3-yl)-3-[3-methyl-1-(oxetan-2-yl)indazol-6-yl]prop-2-enamide